C(C=C)(=O)OC\C=C(/CCC=C(C)C)\C (Z)-3,7-dimethyloct-2,6-dien-1-yl acrylate